FC1=CC=C(CCC=2C(O\C(\C2)=C/[Si](C(C)C)(C(C)C)C(C)C)=O)C=C1 (Z)-3-(4-fluorophenethyl)-5-((triisopropylsilyl)methylene)furan-2(5H)-one